3-amino-6-chloro-4-(7-chloro-1H-indazol-4-yl)-7-ethyl-1H-quinolin-2-one NC=1C(NC2=CC(=C(C=C2C1C1=C2C=NNC2=C(C=C1)Cl)Cl)CC)=O